FC1=CC(=CC=2C=3N(CCOC21)C=NC3)C(=O)N[C@H]3[C@@H](CCCC3)C 8-Fluoro-N-(trans-2-methylcyclohexyl)-5,6-dihydrobenzo[f]imidazo[1,5-d][1,4]oxazepine-10-carboxamide